C1(=NC=CC2=CC=CC=C12)N(C1CCC(CC1)=O)C1=NC=CC2=CC=CC=C12 4-(diisoquinolylamino)cyclohexanone